barium hypophosphite dihydrate O.O.[PH2](=O)[O-].[Ba+2].[PH2](=O)[O-]